2-ethylbutyl ((S)-(((2R,3S,5R)-5-(6-amino-2-fluoro-9H-purin-9-yl)-2-ethynyl-3-(((pentan-3-yloxy)carbonyl)oxy)tetrahydrofuran-2-yl)methoxy)(phenoxy)phosphoryl)-L-phenylalaninate NC1=C2N=CN(C2=NC(=N1)F)[C@H]1C[C@@H]([C@@](O1)(C#C)CO[P@](=O)(OC1=CC=CC=C1)N[C@@H](CC1=CC=CC=C1)C(=O)OCC(CC)CC)OC(=O)OC(CC)CC